C1=CC=NC(=C1)Cl.C1=CC(=CN=C1)Cl.C1=CN=CC=C1Cl chloropyridine